1-(6-(1-Methyl-1H-pyrazol-3-yl)-5-(thieno[3,2-c]pyridin-2-yl)-2,3-dihydro-1H-imidazo[1,2-a]imidazol-1-yl)ethan-1-one CN1N=C(C=C1)C=1N=C2N(CCN2C(C)=O)C1C1=CC=2C=NC=CC2S1